C(C)OC(=O)C1=C(N=CN1C)C1=NC(=C(C=C1)Br)C 4-(5-bromo-6-methylpyridin-2-yl)-1-methyl-1H-imidazole-5-carboxylic acid ethyl ester